9,10-bis(methoxycarbonylpropylene)anthracene ethyl-4-(2-furyl)-2,4-dioxobutyrate C(C)OC(C(CC(=O)C=1OC=CC1)=O)=O.COC(=O)CC(C)C=1C2=CC=CC=C2C(=C2C=CC=CC12)C(CC(=O)OC)C